4-Bromo-5-fluoro-7-(methylthio)-[1,3]dioxazolo[4,5-f]quinazoline BrC1=C2C(=C3C=NC(=NC3=C1F)SC)ONO2